2-(2-fluorophenoxy)-9-methyl-7-((1-((2-(trimethylsilyl)ethoxy)methyl)-1H-indazol-4-yl)methyl)-7,9-dihydro-8H-pyrido[3',2':4,5]pyrrolo[2,3-d]pyridazin-8-one FC1=C(OC=2C=CC3=C(N(C=4C(N(N=CC43)CC4=C3C=NN(C3=CC=C4)COCC[Si](C)(C)C)=O)C)N2)C=CC=C1